3-[[tert-Butoxycarbonyl-[3-(tert-Butoxycarbonylamino)propyl]amino]methyl]benzoic acid methyl ester COC(C1=CC(=CC=C1)CN(CCCNC(=O)OC(C)(C)C)C(=O)OC(C)(C)C)=O